2-Ethyl 5-((4-methoxyphenyl)amino)-1H-1,2,3-triazole-4-carboxylate COC1=CC=C(C=C1)NC1=C(N=NN1)C(=O)OCC